2-[(N'-p-chlorophenyl)-3-pyrazoloxymethyl]nitrobenzene ClC1=CC=C(C=C1)N1N=CC=C1OCC1=C(C=CC=C1)[N+](=O)[O-]